CN1N=CC(=C1)C1=CC=CC(=N1)NC(=O)C=1C=C2C(=NC1N1CC3(C1)COCC3)N=C(O2)N2CCOCC2 N-(6-(1-Methyl-1H-pyrazol-4-yl)pyridin-2-yl)-2-morpholino-5-(6-oxa-2-azaspiro[3.4]octan-2-yl)oxazolo[4,5-b]pyridine-6-carboxamide